C1(CC1)N(C(OC(C)(C)C)=O)[C@@H]1CN(CC1)C=1C2=CN(N=C2C(=CC1)C(NC=1C=C(C=2N(C1)C=C(N2)C)F)=O)C tert-butyl N-cyclopropyl-N-[(3S)-1-[7-({8-fluoro-2-methylimidazo[1,2-a]pyridin-6-yl}carbamoyl)-2-methylindazol-4-yl]pyrrolidin-3-yl]carbamate